C1CC12CCN(CC2)C2=NC(=CC=C2C(=O)NC2=NC(=CC=C2)N2CC(CC2)(F)F)NC(CO)(CO)C 2-(6-azaspiro[2.5]oct-6-yl)-N-(6-(3,3-difluoro-1-pyrrolidinyl)-2-pyridinyl)-6-((1,3-dihydroxy-2-methyl-2-propanyl)amino)-3-pyridinecarboxamide